2-(3,6-di-tert-butyl-9H-carbazol-9-yl)-4,6-diphenyl-isophthalonitrile C(C)(C)(C)C=1C=CC=2N(C3=CC=C(C=C3C2C1)C(C)(C)C)C1=C(C#N)C(=CC(=C1C#N)C1=CC=CC=C1)C1=CC=CC=C1